4-(((2-cyclopropylethyl)(2-(2,6-dioxopiperidin-3-yl)-1-oxoisoindolin-4-yl)amino)methyl)piperidine-1-carboxylic acid tert-butyl ester C(C)(C)(C)OC(=O)N1CCC(CC1)CN(C1=C2CN(C(C2=CC=C1)=O)C1C(NC(CC1)=O)=O)CCC1CC1